BrC=1C=CC2=C(OC3=C2C=CC=C3Cl)C1 3-bromo-6-chlorodibenzofuran